octadecatrien-hydrate O.C=CC=CC=CCCCCCCCCCCCC